methyl 4-((1,1-dioxo-N-phenylthiomorpholine-4-carboxamido) methyl)-3-fluorobenzoate O=S1(CCN(CC1)C(=O)N(C1=CC=CC=C1)CC1=C(C=C(C(=O)OC)C=C1)F)=O